titanium tetrahexanoate C(CCCCC)(=O)[O-].C(CCCCC)(=O)[O-].C(CCCCC)(=O)[O-].C(CCCCC)(=O)[O-].[Ti+4]